5-(4-hydroxyphenyl)-2-pyridone OC1=CC=C(C=C1)C=1C=CC(NC1)=O